COCCOC1=CC(=NC(=C1)C1COCC1)N1N=C(C=2C=NC(=CC21)NC(C)=O)C N-(1-(4-(2-methoxyethoxy)-6-(tetrahydrofuran-3-yl)pyridin-2-yl)-3-methyl-1H-pyrazolo[4,3-c]pyridin-6-yl)acetamide